C(C)(C)(C)N1N=C(C=C1C)NC1=CC(=C(C(=N1)C[C@@]1(C[C@H](N(CC1)CC1=C(C(=CC=C1)Cl)F)C)C(=O)OC(C)(C)C)F)S(=O)(=O)C tert-butyl (2R,4R)-4-((6-((1-(tert-butyl)-5-methyl-1H-pyrazol-3-yl)amino)-3-fluoro-4-(methylsulfonyl)pyridin-2-yl)methyl)-1-(3-chloro-2-fluorobenzyl)-2-methylpiperidine-4-carboxylate